C(C)(=O)C1=CC(=C2CN(C(C2=C1)=O)C(=O)OC(C)(C)C)C(F)(F)F tert-butyl 6-acetyl-1-oxo-4-(trifluoromethyl)isoindoline-2-carboxylate